CN1N=C(C(=C1N1CCC(CC1)N1C(N(C=2C(C1)=CN(N2)C)CC2=C(C=CC=C2)C(F)(F)F)=O)C=O)C 1,3-Dimethyl-5-{4-[2-methyl-6-oxo-7-(2-trifluoromethyl-benzyl)-2,4,6,7-tetrahydro-pyrazolo[3,4-d]pyrimidin-5-yl]-piperidin-1-yl}-1H-pyrazole-4-carbaldehyde